FC(OC1=C(C=C(C=C1)OC(F)F)C1=NN(C=C1NC(=O)C=1C=NN2C1N=CC=C2)CC2=NN=NN2CCN2CCC(CC2)N(C)C)F N-[3-[2,5-bis(difluoromethoxy)phenyl]-1-[[1-[2-[4-(dimethylamino)-1-piperidyl]ethyl]tetrazol-5-yl]methyl]pyrazol-4-yl]pyrazolo[1,5-a]pyrimidine-3-carboxamide